1-Acetyl-5-oxo-N-(7-(3-(trifluoromethyl)phenoxy)-2,3-dihydrobenzo[b][1,4]-dioxin-5-yl)pyrrolidine-2-carboxamide C(C)(=O)N1C(CCC1=O)C(=O)NC1=CC(=CC=2OCCOC21)OC2=CC(=CC=C2)C(F)(F)F